racemic-4-(3-(4-amino-2-methylpyrido[3,2-d]pyrimidin-6-yl)phenyl)-2-(1H-imidazol-4-yl)but-3-yn-2-ol NC=1C2=C(N=C(N1)C)C=CC(=N2)C=2C=C(C=CC2)C#C[C@@](C)(O)C=2N=CNC2 |r|